2-(adamantan-1-yl)-N-(2-(3-(2-methyl-3-phenyl-7-(piperazin-1-yl)pyrazolo[1,5-a]pyrimidin-5-yl)phenethoxy)ethyl)acetamide C12(CC3CC(CC(C1)C3)C2)CC(=O)NCCOCCC2=CC(=CC=C2)C2=NC=3N(C(=C2)N2CCNCC2)N=C(C3C3=CC=CC=C3)C